(S)-2-(4-(4-chlorophenyl)-5-methyl-2-oxo-3-(3,3,3-trifluoro-2-hydroxypropyl)-2,3-dihydro-1H-imidazol-1-yl)acetohydrazide ClC1=CC=C(C=C1)C=1N(C(N(C1C)CC(=O)NN)=O)C[C@@H](C(F)(F)F)O